COC(CN1CCC(CC1)NC1=NC2=CC=C(C=C2C=N1)B1OC(C(O1)(C)C)(C)C)(C)C N-[1-(2-methoxy-2-methylpropyl)piperidin-4-yl]-6-(4,4,5,5-tetramethyl-1,3,2-dioxaborolan-2-yl)quinazolin-2-amine